C1(=CC=CC=C1)P(=O)=C(C(N)N)CCCCCCCC phenyl-phosphoryl-decanediamine